tert-Butyl 4-[2-[4-(4-chlorophenyl)-2-(6-methoxy-3-pyridyl)imidazol-1-yl]acetyl]piperazine-1-carboxylate ClC1=CC=C(C=C1)C=1N=C(N(C1)CC(=O)N1CCN(CC1)C(=O)OC(C)(C)C)C=1C=NC(=CC1)OC